C(=O)(O)C1(CC(C=CC1CCCCCCCCC(=O)O)CCCCC)C 6-carboxy-6-methyl-4-pentyl-2-cyclohexene-1-nonanoic acid